ClC1=C(C=CC=2N=C(SC21)C)C2=CNC=1N=C(N=C(C12)C#N)N1C(CC(CC1)(C1=C(C=CC=C1)F)NC([O-])=O)C(C)(C)C (1-(5-(7-chloro-2-methylbenzo[d]thiazol-6-yl)-4-cyano-7H-pyrrolo[2,3-d]pyrimidin-2-yl)-tert-butyl 4-(2-fluorophenyl)piperidin-4-yl)carbamate